ClC=1C=CC=2N(N1)C(=CN2)NC2=CC=C1C=C(C(=CC1=C2)C(=O)NC2=CC=C(C=C2)CN2CCN(CC2)C)OC 7-((6-chloroimidazo[1,2-b]pyridazin-3-yl)amino)-3-methoxy-N-(4-((4-methylpiperazin-1-yl)methyl)phenyl)-2-naphthamide